2-[(6-chloro-3-morpholinosulfonyl-4-quinolyl)amino]-5-ethyl-benzoic acid ClC=1C=C2C(=C(C=NC2=CC1)S(=O)(=O)N1CCOCC1)NC1=C(C(=O)O)C=C(C=C1)CC